tert-Butyl (4-(5-chloro-3-((2S,3S)-3-(isopropylamino)-2-methylpyrrolidin-1-yl)-7,9-dihydrofuro[3,4-f]quinazolin-6-yl)-3-cyano-7-fluorothieno[3,2-c]pyridin-2-yl)carbamate ClC1=C(C2=C(C=3C=NC(=NC13)N1[C@H]([C@H](CC1)NC(C)C)C)COC2)C2=NC=C(C1=C2C(=C(S1)NC(OC(C)(C)C)=O)C#N)F